3,4-dihydro-1H-pyrrolo[2,1-c][1,4]oxazine-6,8-dicarboxylic acid bis-[((R)-1-phenyl-propyl)-amide] C1(=CC=CC=C1)[C@@H](CC)NC(=O)C1=CC(=C2COCCN21)C(=O)N[C@H](CC)C2=CC=CC=C2